5-bromo-2-methoxycinnamoylguanidine BrC=1C=CC(=C(C=CC(=O)NC(=N)N)C1)OC